6-{[3-(2,3-dichlorophenyl)pyrrolidin-3-yl]amino}-1,3,3-trimethylindol-2-one hydrochloride Cl.ClC1=C(C=CC=C1Cl)C1(CNCC1)NC1=CC=C2C(C(N(C2=C1)C)=O)(C)C